2-chloro-4-morpholino-6-(pyrrolidin-3-yl)furo[3,2-d]pyrimidine ClC=1N=C(C2=C(N1)C=C(O2)C2CNCC2)N2CCOCC2